5-((diisopropylamino)methyl)-N-methoxy-N-methylfuran-2-carboxamide C(C)(C)N(C(C)C)CC1=CC=C(O1)C(=O)N(C)OC